OC1CC2(C1)CNCC2 2-hydroxy-6-azaspiro[3.4]octane